[Na+].C(C)(=O)OCC1=C(N2C([C@H]([C@H]2SC1)NC(C(=NOC)C=1N=C(SC1)N)=O)=O)C(=O)[O-] (6R,7R)-3-[(Acetoxy)methyl]-7-[2-amino-4-thiazolyl-(methoxyimino)acetamido]-8-oxo-5-thia-1-azabicyclo[4.2.0]oct-2-ene-2-carboxylic acid sodium salt